2-(3-nitrobenzylidene)-ethyl acetoacetate C(CC(=O)C)(=O)OCC=CC1=CC(=CC=C1)[N+](=O)[O-]